C(=O)O.C1CCC12NC[C@H](C2)N2CCCC1=CC(=CC(=C21)C2=C1C(=NC=C2)C=C(S1)CN1C(CCC1=O)=O)C(F)(F)F (S)-1-((7-(1-(5-azaspiro[3.4]octan-7-yl)-6-(trifluoromethyl)-1,2,3,4-tetrahydroquinolin-8-yl)thieno[3,2-b]pyridin-2-yl)methyl)pyrrolidine-2,5-dione, formic acid salt